2-diethylamino-N-[1-(8-trifluoromethyl-quinolin-5-yl)-piperidin-4-ylmethyl]-acetamide C(C)N(CC(=O)NCC1CCN(CC1)C1=C2C=CC=NC2=C(C=C1)C(F)(F)F)CC